sodium (2R,5S,13aR)-7,9-dioxo-10-((2,4,6-trifluorobenzyl)carbamoyl)-2,3,4,5,7,9,13,13a-octahydro-2,5-methanopyrido[1',2':4,5]pyrazino[2,1-b][1,3]oxazepin O=C1C=2N(C[C@H]3O[C@@H]4CC[C@H](N31)C4)C=C(C(C2)=O)C(NCC2=C(C=C(C=C2F)F)F)=O.[Na]